OCC1CN(CCC1)CCC=O 3-[3-(HYDROXYMETHYL)PIPERIDIN-1-YL]PROPANAL